BrCC1=CC=C(C=C1)CI 1-bromomethyl-4-iodomethylbenzene